(R)-2-((1R,2R)-2-(3-fluorophenyl)-1-hydroxy-2-phenylethyl)pyrrolidine-1-carboxylic acid (R)-tert-butyl ester C(C)(C)(C)OC(=O)N1[C@H](CCC1)[C@@H]([C@H](C1=CC=CC=C1)C1=CC(=CC=C1)F)O